FC1=C(C(=O)NC2CCN(CC2)C)C=C(C(=C1)NC1=NC=C(C(=N1)OC1=C2C(N(CC2=CC=C1)C)=O)C(F)(F)F)OC 2-Fluoro-5-methoxy-4-((4-((2-methyl-3-oxoisoindolin-4-yl)oxy)-5-(trifluoromethyl)pyrimidin-2-yl)amino)-N-(1-methylpiperidin-4-yl)benzamide